NCC1(CC1)CC#N 2-(1-(aminomethyl)cyclopropyl)acetonitrile